C(C)(C)(C)OC(=O)N1CCC(CC1)C(=O)Cl 4-(chlorocarbonyl)piperidine-1-carboxylic acid tert-butyl ester